[Br-].CC=1N=C(SC1C)N1N([NH2+]C(=N1)C1=CC=CC=C1)C1=CC=CC=C1 3-(4,5-di-methylthiazol-2-yl)-2,5-diphenyl-tetrazolium bromide